S1C(=CC=C1)C=1C=CC(=C(C1)N)N 5-thiophenyl-1,2-phenylenediamine